The molecule is a flavanone glycoside that is (-)-taxifolin substituted by a beta-D-xylopyranosyl residue at position 3. It has a role as a metabolite. It is a beta-D-xyloside, a member of 3'-hydroxyflavanones, a flavanone glycoside, a monosaccharide derivative, a tetrahydroxyflavanone and a member of 4'-hydroxyflavanones. It derives from a (-)-taxifolin and a beta-D-xylose. C1[C@H]([C@@H]([C@H]([C@@H](O1)O[C@H]2[C@@H](OC3=CC(=CC(=C3C2=O)O)O)C4=CC(=C(C=C4)O)O)O)O)O